silver-nickel-potassium-potassium [K].[K].[Ni].[Ag]